2-(2-AMINO-ETHYL)-1H-IMIDAZOLE-4-CARBALDEHYDE 2HCL Cl.Cl.NCCC=1NC=C(N1)C=O